trans-1,2-Dibromocyclohexane Br[C@H]1[C@@H](CCCC1)Br